[Cl-].C(CCCCCCC)N1C=[N+](C=C1)C 1-octyl-3-methylimidazolium chloride